methyl 3-(pyridin-4-yl)bicyclo[1.1.1]pentane-1-carboxylate N1=CC=C(C=C1)C12CC(C1)(C2)C(=O)OC